FC(COC=1C=C(C=CC1)C(C)=O)(F)F 1-(3-(2,2,2-trifluoroethoxy)phenyl)ethanone